4-(1-((5-methoxy-7-methyl-1H-indol-4-yl)methyl)-4-(3-(trifluoromethyl)-1H-1,2,4-triazol-1-yl)piperidin-2-yl)benzoic acid COC=1C(=C2C=CNC2=C(C1)C)CN1C(CC(CC1)N1N=C(N=C1)C(F)(F)F)C1=CC=C(C(=O)O)C=C1